BrC1=CN=C2C=CC(=NC2=C1)C=1C(=NNC1OC)C1=NC(=CC=C1)C 7-bromo-2-[5-methoxy-3-(6-methyl-2-pyridyl)-1H-pyrazol-4-yl]-1,5-naphthyridine